NC1=C(C=CC=C1)S(=O)(=O)C1=NC(=NC=C1C(F)(F)F)N[C@@H]1CNCCC1 4-(2-aminobenzenesulfonyl)-N-[(3S)-piperidin-3-yl]-5-(trifluoromethyl)pyrimidin-2-amine